C1=CC=CC=2C3=CC=CC=C3C(C12)CC(C(NCC(NCC(CCC(CCN(C(OC(C)(C)C)=O)C)=O)=O)=O)=O)=O tert-butyl (1-(9H-fluoren-9-yl)-3,6-dioxo-2,9,12-trioxo-4,7-diazatetradecane-14-yl)(methyl)carbamate